[K+].N1C=C(C2=CC=CC=C12)CCCC(=O)[O-] indole-3-butyrate potassium salt